2-(tert-butyl)-N-(2-methyl-4-(5-methyl-6-(1-methyl-1H-pyrazol-4-yl)-5H-pyrrolo[3,2-d]pyrimidin-4-yl)benzyl)thiazole-5-carboxamide C(C)(C)(C)C=1SC(=CN1)C(=O)NCC1=C(C=C(C=C1)C=1C2=C(N=CN1)C=C(N2C)C=2C=NN(C2)C)C